1H-imidazo[1,5-a][1,3]diazepin N1C=2N(C=CC=C1)C=NC2